2-(2-(furan-2-yl)vinyl)-1,3-dioxolane O1C(=CC=C1)C=CC1OCCO1